C(C)(=O)N1CCC(CC1)NC1=NC(=CC(=C1)C(=O)OC(C)(C)C)N(C)C tert-Butyl 2-[(1-acetyl-4-piperidyl)amino]-6-(dimethylamino)pyridine-4-carboxylate